COC1=NC=CC(=C1)C=1C(=C2CCCC2=CC1)NC(=O)N=[S@@](=O)(N)C=1C=NN2C1OCCC2 (S)-N'-((5-(2-methoxypyridin-4-yl)-2,3-dihydro-1H-inden-4-yl)carbamoyl)-6,7-dihydro-5H-pyrazolo[5,1-b][1,3]oxazine-3-sulfonimidamide